6-((6-(((heptadecan-9-yloxy)carbonyl)oxy)hexyl)(4-hydroxybutyl)amino)hexyl 2-hexyldecanoate C(CCCCC)C(C(=O)OCCCCCCN(CCCCO)CCCCCCOC(=O)OC(CCCCCCCC)CCCCCCCC)CCCCCCCC